3-[(2,3-Diiodophenoxy)methyl]-1H-1,2,4-triazole-5(4H)-thione IC1=C(OCC2=NNC(N2)=S)C=CC=C1I